ClC1=C(C=C(C=C1)NC(=O)NC1CCC=2NC3=CC(=CC=C3C2C1)C(=O)N1CCN(CC1)C)C(F)(F)F 1-(4-chloro-3-trifluoromethylphenyl)-3-(7-(4-methylpiperazine-1-carbonyl)-2,3,4,9-tetrahydro-1H-carbazol-3-yl)urea